N-(3-(8-(Trifluoromethoxy)-10,11-dihydrodibenzo[b,f][1,4]oxazepin-2-yl)phenyl)methanesulfonamide FC(OC1=CC2=C(OC3=C(CN2)C=C(C=C3)C=3C=C(C=CC3)NS(=O)(=O)C)C=C1)(F)F